2,4,6-tris[bis(methoxymethyl)amino]-1,3,5-triazinecarboxaldehyde COCN(C1(NC(=NC(=N1)N(COC)COC)N(COC)COC)C=O)COC